3-(6-tosyl-4,5,6,7-tetrahydrothieno[2,3-c]pyridin-2-yl)-5-(trifluoromethyl)-1,2,4-oxadiazole S(=O)(=O)(C1=CC=C(C)C=C1)N1CC2=C(CC1)C=C(S2)C2=NOC(=N2)C(F)(F)F